2,2,2-trifluoroethyl (4-cyclobutyl-3-(3,3-difluorocyclobutyl)-1-methyl-1H-pyrazol-5-yl)carbamate C1(CCC1)C=1C(=NN(C1NC(OCC(F)(F)F)=O)C)C1CC(C1)(F)F